FC=1C=C2C(=NNC2=CC1OCCOC)C1=CC(=NO1)C1=CC=C(C=C1)C(=O)N1C(C(N(C(C1([2H])[2H])([2H])[2H])C1COC1)([2H])[2H])([2H])[2H] 5-Fluoro-6-(2-methoxyethoxy)-3-(3-{4-[4-(oxetan-3-yl)(2,2,3,3,5,5,6,6-2H8)piperazin-1-carbonyl]phenyl}-1,2-oxazol-5-yl)-1H-indazol